3,5-bis((1-benzyl-1H-1,2,3-triazol-4-yl)methylene)-1-((4-chlorophenyl)sulfonyl)piperidin-4-one C(C1=CC=CC=C1)N1N=NC(=C1)C=C1CN(CC(C1=O)=CC=1N=NN(C1)CC1=CC=CC=C1)S(=O)(=O)C1=CC=C(C=C1)Cl